C(C(C)C)C1=C(C(=CC=C1)CC(C)C)NC=1C(=CC=CC1)N N-(2,6-diisobutylphenyl)benzene-1,2-diamine